C1(=CC=CC=C1)C=1C(=NC=CC1)C1=CC=CC=C1 Diphenyl-pyridine